ethyl 5-(1-methoxyethyl)-1-(pyridin-3-yl)-1H-pyrazole-4-carboxylate COC(C)C1=C(C=NN1C=1C=NC=CC1)C(=O)OCC